(S)-8-(6-((R)-1-(3',4'-difluoro-3-(3-methyl-1H-pyrazol-1-yl)-[1,1'-biphenyl]-4-yl)-2,2,2-trifluoroethoxy)-2-methylpyrimidin-4-yl)-2,8-diazaspiro[4.5]decane-3-carboxylic acid FC=1C=C(C=CC1F)C1=CC(=C(C=C1)[C@H](C(F)(F)F)OC1=CC(=NC(=N1)C)N1CCC2(C[C@H](NC2)C(=O)O)CC1)N1N=C(C=C1)C